C(=O)=C(C(=O)O)CCP(=O)CO 2-carbonyl-4-(hydroxymethyl-phosphinyl)-butyric acid